1-(2-(benzo[d]thiazol-6-ylsulfonyl)-2,6-dihydropyrrolo[3,4-c]pyrazol-5(4H)-yl)-3-hydroxy-2-(pyridin-4-yl)propan-1-one S1C=NC2=C1C=C(C=C2)S(=O)(=O)N2N=C1C(=C2)CN(C1)C(C(CO)C1=CC=NC=C1)=O